N-{(2E,4S)-2,5-Dimethyl-4-[methyl(N,β,β,1-tetramethyl-L-tryptophyl-3-methyl-L-valyl)amino]hex-2-enoyl}-D-γ-glutamyl-N6-[6-(2,5-dioxo-2,5-dihydro-1H-pyrrol-1-yl)hexanoyl]-L-lysine C/C(/C(=O)N[C@H](CCC(=O)N[C@@H](CCCCNC(CCCCCN1C(C=CC1=O)=O)=O)C(=O)O)C(=O)O)=C\[C@H](C(C)C)N(C([C@@H](NC([C@@H](NC)C(C1=CN(C2=CC=CC=C12)C)(C)C)=O)C(C)(C)C)=O)C